C(CCC)[Sn](C=1SC(=CC1)CC(CCCCCCCC)CCCCCC)(CCCC)CCCC tributyl-[5-(2-hexyldecyl)thiophen-2-yl]stannane